C1=C(C=CC=2C3=CC=CC=C3C=CC12)C1=C(C=O)C=CC=C1 (phenanthren-2-yl)benzaldehyde